NC1=NC=CC=C1C1=NC=2C(=NC=CC2)N1C1=CC=C(CNC(=O)C2(CC2)C2=CC(=C(C=C2)C=O)O)C=C1 N-(4-(2-(2-aminopyridin-3-yl)-3H-imidazo[4,5-b]pyridin-3-yl)benzyl)-1-(4-formyl-3-hydroxyphenyl)cyclopropane-1-carboxamide